Methyl (((3R,8R*)-2-((2-bromo-3-fluoropyridin-4-yl)carbamoyl)-11,11-difluoro-3-methyl-2,3,4,7,8,9,10,11-octahydro-1H-pyrido[4',3':3,4]pyrazolo[1,5-a]azepin-8-yl)methyl)carbamate BrC1=NC=CC(=C1F)NC(=O)N1CC=2C(=NN3C2C(CC[C@@H](C3)CNC(OC)=O)(F)F)C[C@H]1C |o1:21|